Pyridin-2-ylmethyl-{[4-bromo-5-(6-fluoropyridin-3-yl)-1-(pyrazin-2-yl)-1H-pyrazol-3-yl] oxy} acetate C(C)(=O)OOC1=NN(C(=C1Br)C=1C=NC(=CC1)F)C1=NC=CN=C1CC1=NC=CC=C1